ClC=1C=C(CCN2C[C@H]([C@H](CC2)OC)COC2=CC=C(C=C2)S(=O)(=O)C)C=CC1 |o1:8| (3S,4S) or (3R,4S)-1-(3-chlorophenethyl)-4-methoxy-3-((4-(methylsulfonyl)phenoxy)methyl)piperidine